CC1=CNC2=NC=C(C=C21)C2=CC(=C1CCN(CC1=C2)CC(F)(F)F)[C@H]2N(CCC2)C(=O)OC(C)(C)C tert-butyl (S)-2-(7-(3-methyl-1H-pyrrolo[2,3-b]pyridin-5-yl)-2-(2,2,2-trifluoroethyl)-1,2,3,4-tetrahydroisoquinolin-5-yl)pyrrolidine-1-carboxylate